CCCCCCCCCCCCCCCCCC(=O)OCCCCCCOC(=O)CCCCCCCCCCCCCCCCC hexanediol distearate